4-{5'-chloro-7'-oxo-7',8'-dihydro-6'H-spiro[cyclohexane-1,9'-furo[2,3-f]quinazoline]-2'-ylmethyl}-N,N-dimethylpiperazine-1-carboxamide ClC=1C=C2C(=C3C4(NC(NC13)=O)CCCCC4)OC(=C2)CN2CCN(CC2)C(=O)N(C)C